C(C)(C)P(CC1=CC=NC=C1CP(C(C)C)C(C)C)C(C)C diisopropyl-[[5-(diisopropylphosphanylmethyl)pyridin-4-yl]methyl]phosphane